tert-butyl 4-(6-methyl-5-vinylpyrimidin-4-yl)piperazine-1-carboxylate CC1=C(C(=NC=N1)N1CCN(CC1)C(=O)OC(C)(C)C)C=C